BrC1=C2C(NC(=NC2=CC(=C1CO)C(F)(F)F)C)=O 5-bromo-6-(hydroxymethyl)-2-methyl-7-(trifluoromethyl)quinazolin-4(3H)-one